5-((2-methylpyridin-4-yl)amino)pyrido[3,4-e][1,2,4]triazolo[4,3-c]pyrimidine-3-carboxylic acid CC1=NC=CC(=C1)NC1=NC2=C(C=3N1C(=NN3)C(=O)O)C=NC=C2